(R)-8,8-dimethyl-2-chloro-4-(3-methylmorpholin-4-yl)-7-benzyl-5,6,7,8-tetrahydropyrido[3,4-d]pyrimidine CC1(N(CCC2=C1N=C(N=C2N2[C@@H](COCC2)C)Cl)CC2=CC=CC=C2)C